cinnamaldehyde phenylpropanoate C1(=CC=CC=C1)OC(CC)=O.C(C=CC1=CC=CC=C1)=O